O=C1N(C2=CC(=CC=C2C12CCN(CC2)C(=O)OC(C)(C)C)B2OC(C(O2)(C)C)(C)C)C2CC(C2)N2CC(CC(C2)(C)C)(C)C tert-butyl 2-oxo-6-(4,4,5,5-tetramethyl-1,3,2-dioxaborolan-2-yl)-1-((1s,3s)-3-(3,3,5,5-tetramethylpiperidin-1-yl)cyclobutyl)spiro[indoline-3,4'-piperidine]-1'-carboxylate